Propylamin C(CC)N